The molecule is an organic nitrogen anion resulting from the deprotonation of the N-acylsulfonamide moiety of asulam. The conjugate base of asulam. It is a conjugate base of an asulam. CO/C(=N/S(=O)(=O)C1=CC=C(C=C1)N)/[O-]